C(C)OC(C(CC=1C=C(C=CC1)C(C(=O)OC(C)(C)C)(CCC(C(CO)(C)C)=O)C)C)=O tert-Butyl 2-[3-(3-ethoxy-2-methyl-3-oxo-propyl)phenyl]-7-hydroxy-2,6,6-trimethyl-5-oxo-heptanoate